OC1=CC=C(C=C2C(N(C(S2)=NN=C2C(NC3=CC=C(C=C23)C)=O)C2=CC=C(C=C2)F)=O)C=C1 3-(2-(5-(4-hydroxybenzylidene)-3-(4-fluorophenyl)-4-oxothiazolidin-2-ylidene)hydrazono)-5-methylindol-2-one